C12(CC(C1)C2)N2N=CC(=C2)I N1-{bicyclo[1.1.1]pentan-1-yl}-4-iodopyrazole